COC(=O)C1=C(C=2C(=NC=CC2NC2=NC=C(C=C2)OC2=CC=CC=C2)S1)N C3-amino-4-((5-phenoxypyridin-2-yl)amino)thieno[2,3-b]Pyridine-2-carboxylic acid methyl ester